Ethyl 2-[[4-[[4-[(4-chlorophenoxy)methyl]triazol-1-yl]methyl]phenyl]carbamoyl]-4-methyl-pentanoate ClC1=CC=C(OCC=2N=NN(C2)CC2=CC=C(C=C2)NC(=O)C(C(=O)OCC)CC(C)C)C=C1